tert-butyl-2-(4-isopropylpiperidin-1-yl)pyrimidin-5-amine C(C)(C)(C)C1=NC(=NC=C1N)N1CCC(CC1)C(C)C